ICC=1C=C(C=O)OC1 4-iodomethylfurfural